ClC1=C(C=2N=C(NC(C2C(=N1)OC)=O)SC)F 7-chloro-8-fluoro-5-methoxy-2-methylsulfanyl-3H-pyrido[4,3-d]pyrimidin-4-one